FC1([C@@H]([C@@H](N(C1)C(=O)C1CC(C1)F)CC=1C(=C(C=CC1)C1=CC=CC=C1)F)NS(=O)(=O)C)F N-[(2S,3R)-4,4-difluoro-2-[(2-fluoro[1,1'-biphenyl]-3-yl)methyl]-1-(3-fluorocyclobutane-1-carbonyl)pyrrolidin-3-yl]methanesulfonamide